N[C@@H]1CN(CCC1(F)F)C1=NC2=C(N1CC1=NC=C(C#N)C=C1)C(=CC(=C2)F)F (R)-6-((2-(3-amino-4,4-difluoropiperidin-1-yl)-5,7-difluoro-1H-benzo[d]imidazol-1-yl)methyl)nicotinonitrile